C(=C\CCC)/C=1C=C(C=C(C1O)O)O 6-[(E)-pent-1-enyl]benzene-1,2,4-triol